CN(CCCCNC(C)=C1C(CC(CC1=O)(C)C)=O)C 2-(1-((4-(dimethylamino)butyl)amino)ethylidene)-5,5-dimethylcyclohexane-1,3-dione